2-(4'-((5-cyclopropyl-3-(2,6-dichlorophenyl)isoxazol-4-yl)methoxy)-[1,1'-biphenyl]-4-yl)-2-methylpropanoic acid C1(CC1)C1=C(C(=NO1)C1=C(C=CC=C1Cl)Cl)COC1=CC=C(C=C1)C1=CC=C(C=C1)C(C(=O)O)(C)C